C1(CC1)OC=1SC(=CN1)C=O 2-(cyclopropoxy)thiazole-5-formaldehyde